N1(C=NC=C1)CCCNC(C1=CC(=CC(=C1)N)N)=O N-[3-(1H-imidazol-1-yl)propyl]-3,5-diaminobenzamide